4-(2-methoxyphenyl)-2-butanone COC1=C(C=CC=C1)CCC(C)=O